BrC=1C=C2C(=NC(=NC2=CC1)Cl)NCCOCC(OC)OC 6-bromo-2-chloro-N-[2-(2,2-dimethoxyethoxy)ethyl]quinazolin-4-amine